methyl (6-bromo-4-(trifluoromethoxy)pyridin-3-yl)carbamate BrC1=CC(=C(C=N1)NC(OC)=O)OC(F)(F)F